CC1(OCC(CO1)(C)CNC1=CC=NC2=CN=CC=C12)C N-((2,2,5-trimethyl-1,3-dioxan-5-yl)methyl)-1,7-naphthyridin-4-amine